(3R)-1-(5-((3-fluorophenyl)ethynyl)-2,3-dihydro-1H-inden-1-yl)-piperidine-3-carboxylate FC=1C=C(C=CC1)C#CC=1C=C2CCC(C2=CC1)N1C[C@@H](CCC1)C(=O)[O-]